FC(C(=O)O)(F)F.NCC(CN1N=CN(C1=O)CC=1SC(=CC1F)C=1C=NC(=CC1)N(C)C)=C(F)F (2-(aminomethyl)-3,3-difluoroallyl)-4-((5-(6-(dimethylamino)pyridin-3-yl)-3-fluorothiophen-2-yl)methyl)-2,4-dihydro-3H-1,2,4-triazol-3-one trifluoroacetate salt